Amino-Hexanol NC(CCCCC)O